COC=1C=C(C=CC1)C1=CC=2C(C3=CC(=CC=C3C2C=C1)C1=CC(=CC=C1)OC)=O 2,7-di(3-methoxyphenyl)-9-fluorenone